1-heptyl-1-propylpyrrolidinium acetate C(C)(=O)[O-].C(CCCCCC)[N+]1(CCCC1)CCC